5-{4-[(2,6-difluoro-4-propylphenyl)ethynyl]phenyl}-2-propylthieno[3,2-b]thiophene FC1=C(C(=CC(=C1)CCC)F)C#CC1=CC=C(C=C1)C1=CC=2SC(=CC2S1)CCC